FC1=C(C(=O)NC=2N=CC3=CC=C(C=C3C2)C=2C=NN(C2)C)C=CC=C1S(=O)(=O)N1CCN(CC1)C 2-fluoro-N-(6-(1-methyl-1H-pyrazol-4-yl)isoquinolin-3-yl)-3-((4-methylpiperazin-1-yl)sulfonyl)benzamide